tert-butyl(3-((2-hydroxyethyl)thio)propyl)(methyl)carbamate C(C)(C)(C)OC(N(C)CCCSCCO)=O